CC1=CC=C(C=C1)S(=O)(=O)OCF Fluoromethyl 4-methylbenzenesulfonate